6-[8-(4-fluorophenoxy)-2-methyl-imidazo[1,2-b]pyridazin-6-yl]-2-(4-piperidyl)isoquinolin-1-one FC1=CC=C(OC=2C=3N(N=C(C2)C=2C=C4C=CN(C(C4=CC2)=O)C2CCNCC2)C=C(N3)C)C=C1